6-(2-(dimethylamino)-2-methylpropyl)-2-((pyridin-3-ylmethyl)amino)-6,7-dihydro-5H-pyrrolo[3,4-b]pyridin-5-one CN(C(CN1CC2=NC(=CC=C2C1=O)NCC=1C=NC=CC1)(C)C)C